CNCCC[Si](OC)(OC)OC 3-(methylamino)propyl-trimethoxysilane